tert-butyl (R)-4-((5-((1-(2-methyl-3-(trifluoromethyl)phenyl)ethyl)carbamoyl)-2-oxo-1-(tetrahydro-2H-pyran-4-yl)-1,2-dihydropyridin-4-yl)thio)piperidine-1-carboxylate CC1=C(C=CC=C1C(F)(F)F)[C@@H](C)NC(=O)C=1C(=CC(N(C1)C1CCOCC1)=O)SC1CCN(CC1)C(=O)OC(C)(C)C